4-{3-(cyanomethyl)-3-[3-(7H-pyrrolo[2,3-d]pyrimidin-4-yl)-1H-pyrrol-1-yl]azetidin-1-yl}-N-(4-chloro-2-cyanophenyl)piperidine-1-carboxamide C(#N)CC1(CN(C1)C1CCN(CC1)C(=O)NC1=C(C=C(C=C1)Cl)C#N)N1C=C(C=C1)C=1C2=C(N=CN1)NC=C2